(S)-N'-(bis(4-ethoxyphenyl)methylene)-2-(8-methoxy-2,4-dioxo-2H-pyrido[2,3-e][1,3]oxazin-3(4H)-yl)propanehydrazide C(C)OC1=CC=C(C=C1)C(=NNC([C@H](C)N1C(OC2=C(C1=O)N=CC=C2OC)=O)=O)C2=CC=C(C=C2)OCC